3-(7-(1-Benzylpiperidin-3-yl)-2-methylpyrazolo[1,5-a]pyrimidin-3-yl)propan-1-amine C(C1=CC=CC=C1)N1CC(CCC1)C1=CC=NC=2N1N=C(C2CCCN)C